tert-Butyl 4-(2-methoxy-3-vinylbenzamido)piperidine-1-carboxylate COC1=C(C(=O)NC2CCN(CC2)C(=O)OC(C)(C)C)C=CC=C1C=C